tert-butyl (3-(7-chloro-3-ethylpyrazolo[1,5-a]pyridin-2-yl)prop-2-yn-1-yl)carbamate ClC1=CC=CC=2N1N=C(C2CC)C#CCNC(OC(C)(C)C)=O